N-[3-[2-(difluoromethoxy)-5-[(6-oxo-1H-pyridin-3-yl)sulfonyl]phenyl]-1-methyl-pyrazol-4-yl]pyrazolo[1,5-a]pyrimidine-3-carboxamide FC(OC1=C(C=C(C=C1)S(=O)(=O)C1=CNC(C=C1)=O)C1=NN(C=C1NC(=O)C=1C=NN2C1N=CC=C2)C)F